P([O-])([O-])[O-].C(C)[Al+3]CCCCCC ethyl-hexyl-aluminum phosphite